3-bromo-5-(4,4-dimethylcyclohexyloxy)-4-methyl-pyridine BrC=1C=NC=C(C1C)OC1CCC(CC1)(C)C